4-((3-isopropylphenyl)amino)-1H-pyrrolo[3,2-c][1,6]naphthyridine-2-carboxylic acid C(C)(C)C=1C=C(C=CC1)NC1=NC=2C=CN=CC2C2=C1C=C(N2)C(=O)O